C1(CC1)N1C(C(=CC=C1)NC(=O)C=1C(=CC=2N(C1)C=C(N2)[C@@H]2OCCOC2)OC(C)C)=O (S)-N-(1-cyclopropyl-2-oxo-1,2-dihydropyridin-3-yl)-2-(1,4-dioxan-2-yl)-7-isopropoxyimidazo[1,2-a]Pyridine-6-carboxamide